O=C1NC(CCC1N1C=C2C=CC(=CC2=C1)N1C[C@H](CCC1)NCC1CCNCC1)=O 2-(2,6-dioxopiperidin-3-yl)-5-((S)-3-((piperidin-4-ylmethyl)amino)piperidin-1-yl)isoindole